thiomorpholine-2,2,3,3,5,5,6,6-d8 N1C(C(SC(C1([2H])[2H])([2H])[2H])([2H])[2H])([2H])[2H]